N-(5,6-Difluoro-2,3-dihydro-1H-inden-2-yl)-6-((S)-2,2,2-trifluoro-1-(methylamino)ethyl)pyridin-3-amine FC=1C=C2CC(CC2=CC1F)NC=1C=NC(=CC1)[C@@H](C(F)(F)F)NC